1-oxo-isoindolin-2-yl-piperidine-2,6-dione O=C1N(CC2=CC=CC=C12)N1C(CCCC1=O)=O